N=1N=CN(C1)CC(=O)O 4H-1,2,4-TRIAZOL-4-YLACETIC ACID